ClC=1C=C(C=C(C1)Cl)C1=NC(=CC(=C1)CN1CCC(CC1)CC(=O)O)OC=1C=NC(=NC1)N1CCN(CC1)CCOC(NC)=O 2-(1-((2-(3,5-dichlorophenyl)-6-((2-(4-(2-((methylcarbamoyl)oxy)ethyl)piperazin-1-yl)pyrimidin-5-yl)oxy)pyridin-4-yl)methyl)piperidin-4-yl)acetic acid